(R)-2-ethyl ethylene oxide C(C)[C@@H]1CO1